[2-[2-[[2-Chloro-4-[[3-[3-(trifluoromethyl)-1H-pyrazol-4-yl]imidazo[1,2-a]pyrazin-8-yl]amino]benzoyl]amino]ethylamino]-2-oxo-ethyl]-trimethyl-ammonium formate C(=O)[O-].ClC1=C(C(=O)NCCNC(C[N+](C)(C)C)=O)C=CC(=C1)NC=1C=2N(C=CN1)C(=CN2)C=2C(=NNC2)C(F)(F)F